2-[7-chloro-1-(cyclopropylmethyl)pyrrolo[2,3-c]pyridin-2-yl]-7-fluoro-1-methyl-benzimidazole-5-carboxylic acid ClC=1N=CC=C2C1N(C(=C2)C2=NC1=C(N2C)C(=CC(=C1)C(=O)O)F)CC1CC1